CC1=CC=C(CNC(=O)C=2SC(=CC2)S(NC)(=O)=O)C=C1 N-(4-methylbenzyl)-5-(N-methylsulfamoyl)thiophene-2-carboxamide